2-(2,2-difluorocyclopropyl)acetic acid FC1(C(C1)CC(=O)O)F